FC=1C=C(C=CC1NS(=O)(=O)CCCF)C1=C2C(=NC(=C1)NC(=O)C1CC1)NC=C2 N-(4-(3-fluoro-4-((3-fluoropropyl)sulfonamido)phenyl)-1H-pyrrolo[2,3-b]pyridin-6-yl)cyclopropylcarboxamide